C1(CC1)CN1N=C(C=C1)NC(=O)C=1C(=CC(=C(C1)NC(=O)C1=CN=C(S1)C)C)F N-[5-[[1-(cyclopropylmethyl)pyrazol-3-yl]carbamoyl]-4-fluoro-2-methylphenyl]-2-methyl-1,3-thiazole-5-carboxamide